4-Cyclopentyl-Lithium C1CCC(C1)[Li]